yttrium caproate C(CCCCC)(=O)[O-].[Y+3].C(CCCCC)(=O)[O-].C(CCCCC)(=O)[O-]